5-((5-isopropyl-2-((4-methoxyphenyl)ethynyl)pyridin-4-yl)oxy)pyrimidine-2,4-diamine C(C)(C)C=1C(=CC(=NC1)C#CC1=CC=C(C=C1)OC)OC=1C(=NC(=NC1)N)N